N1=CNC2=C1C=CC=C2.[Tb] terbium benzimidazole